(Z)-N-hydroxybenzoimidoyl chloride O\N=C(\C1=CC=CC=C1)/Cl